5-methoxy-4-(((7S)-7-(4-(methoxycarbonyl)phenyl)-1-oxa-8-azaspiro[4.5]dec-8-yl)methyl)-7-methyl-1H-indole COC=1C(=C2C=CNC2=C(C1)C)CN1[C@@H](CC2(CCCO2)CC1)C1=CC=C(C=C1)C(=O)OC